S1C(=NC2=C1C=CC=C2)C21CCC(CC2)(CC1)CN(C(=O)C1CCCCC1)C=1C=C(C=CC1)/C=C/C(=O)OC methyl (E)-3-(3-(N-((4-(benzo[d]thiazol-2-yl)bicyclo[2.2.2]octan-1-yl)methyl)cyclohexanecarboxamido)phenyl)acrylate